FC1=C(C=C(C(=C1)C1=NC(=CC=C1)OCC1=C(C=C(C=C1)C#CC=1C=NN(C1)C)F)F)CC=1N(C2=C(N1)C=CC(=C2)C(=O)OC)C[C@H]2OCC2 methyl 2-[[2,5-difluoro-4-[6-[[2-fluoro-4-[2-(1-methylpyrazol-4-yl)ethynyl]phenyl]methoxy]-2-pyridyl]phenyl]methyl]-3-[[(2S)-oxetan-2-yl]methyl]benzimidazole-5-carboxylate